C(#N)C1=CC(=C(C=C1)N1CC(N(C2(CC(C2)C(=O)NCCO)C1=O)CC1=CC=C(C=C1)C(F)(F)F)=O)F (2s,4s)-8-(4-cyano-2-fluorophenyl)-N-(2-hydroxyethyl)-6,9-dioxo-5-(4-(trifluoromethyl)benzyl)-5,8-diazaspiro[3.5]nonane-2-carboxamide